5-(methoxy-d3)-2-(2H-1,2,3-triazol-2-yl)benzoic acid C(OC=1C=CC(=C(C(=O)O)C1)N1N=CC=N1)([2H])([2H])[2H]